(dimethylamino) ethyl sulfide C(C)SN(C)C